C(#N)C=1C=CC=C2NC[C@@H](NC12)[C@@H](C1=CC=CC=C1)NC[C@@H](C)C1=CC=C(C=C1)CC(=O)O 2-[4-[(1S)-2-[[(R)-[(2R)-8-cyano-1,2,3,4-tetrahydroquinoxalin-2-yl]-phenyl-methyl]amino]-1-methyl-ethyl]phenyl]acetic acid